N1=NC=CC2=CC=C(C=C12)N1N=C(CC1=O)C 1-(cinnolin-7-yl)-3-methyl-1H-pyrazol-5(4H)-one